CC1=C(C(CCC1O)(C)C)/C=C/C(=C/C=C/C(=C/C(=O)O)/C)/C The molecule is a retinoid that consists of all-trans-retinoic acid bearing a hydroxy substituent at position 4 on the cyclohexenyl ring. It has a role as a human metabolite. It is a retinoid and a secondary allylic alcohol. It derives from an all-trans-retinoic acid. It is a conjugate acid of an all-trans-4-hydroxyretinoate.